O=C1[C@]2(C=3C(=NC=CC3)N1COCC[Si](C)(C)C)C[C@@H]1[C@@H](CN=C1)C2 (3aR,5S,6aS)-2'-oxo-1'-((2-(triMethylsilyl)ethoxy)methyl)-1',2',3a,4,6,6a-hexahydro-1H-spiro[cyclopenta[c]pyrrole-5,3'-pyrrolo[2,3-b]pyridine]